FC(C1=CC=C(C=N1)C1=CC2=C(SCC(N2)=O)C=C1)(F)F 6-(6-(trifluoromethyl)pyridin-3-yl)-2H-benzo[b][1,4]thiazin-3(4H)-one